C12CN(CC2C1)C1=NC2=C(C=C(C(=C2C(N1C)=O)C#N)C)C(C)NC1=C(C(=O)OC(C)(C)C)C=CC=C1 tert-butyl 2-((1-(2-(3-azabicyclo[3.1.0]hexan-3-yl)-5-cyano-3,6-dimethyl-4-oxo-3,4-dihydroquinazolin-8-yl)ethyl) amino)benzoate